ClC=1N=C(C2=C(N1)N(C=C2)[C@H]2[C@@H]([C@@H]([C@H](O2)CS(=O)(=O)CP(O)(O)=O)O)O)N2CC(CC2)(F)F [(2S,3S,4R,5R)-5-[2-chloro-4-(3,3-difluoro-pyrrolidin-1-yl)-pyrrolo[2,3-d]-pyrimidin-7-yl]-3,4-dihydroxy-tetrahydro-furan-2-yl]methyl-sulfonylmethylphosphonic acid